OC(C#CC=1C=C(C=2N(C1)N=CC2C#N)C=2C=NC(=CC2)N2C[C@@H](N([C@@H](C2)C)CC=2C=NC(=CC2)OC)C)(C)C 6-(3-Hydroxy-3-methylbut-1-yn-1-yl)-4-(6-((3S,5R)-4-((6-methoxypyridin-3-yl)methyl)-3,5-dimethylpiperazin-1-yl)pyridin-3-yl)pyrazolo[1,5-a]pyridine-3-carbonitrile